2-{6-azaspiro[2.5]oct-6-yl}-N-{3',4'-dihydro-1'H-spiro[cyclopropane-1,2'-naphthalene]-5'-yl}-4-(2-hydroxyethanesulfonylamino)benzamide C1CC12CCN(CC2)C2=C(C(=O)NC1=C3CCC4(CC3=CC=C1)CC4)C=CC(=C2)NS(=O)(=O)CCO